FC1=CC2=C(NC(C3(CC3)O2)=O)C=C1C1=C(C(=C(C(=C1F)F)F)F)F 7-fluoro-6-(2,3,4,5,6-pentafluorophenyl)-4H-spiro[1,4-benzoxazine-2,1'-cyclopropane]-3-one